[Si](C)(C)(C(C)(C)C)OCCCN1C(=CC2=CC(=CC=C12)F)C(=O)OCC ethyl 1-{3-[(tert-butyldimethylsilyl) oxy] propyl}-5-fluoroindole-2-carboxylate